FC1=CC=C(C=C1)C(CN1C=NC2=CC=C(C=C2C1=O)OC1=CC(=NC=C1)C=1C=NN(C1)C)=O 3-[2-(4-fluorophenyl)-2-oxo-ethyl]-6-{[2-(1-methylpyrazol-4-yl)-4-pyridyl]oxy}quinazolin-4-one